ONC(=O)C=1C=C(C#N)C=CC1 3-(N-hydroxycarbamoyl)benzonitrile